N-(7-methoxy-4-(1-methyl-3-phenyl-1H-pyrazol-4-yl)quinazolin-6-yl)-2-(tetrahydrofuran-2-yl)acetamide COC1=C(C=C2C(=NC=NC2=C1)C=1C(=NN(C1)C)C1=CC=CC=C1)NC(CC1OCCC1)=O